4-Methyl-2,3-dihydro-1H-2,6,8a-triaza-as-indacene hydrochloride Cl.CC=1C=2CNCC2N2C=CN=C2C1